N-methoxy-2,2-diphenylbenzeneacetamide CONC(CC1C(C=CC=C1)(C1=CC=CC=C1)C1=CC=CC=C1)=O